3-methoxycarbonyl-4-(4-(methoxycarbonyl)-2-nitrophenyl)piperazine-1-carboxylic acid tert-butyl ester C(C)(C)(C)OC(=O)N1CC(N(CC1)C1=C(C=C(C=C1)C(=O)OC)[N+](=O)[O-])C(=O)OC